tert-butyl (1-ethyl-2-oxoazepan-3-yl)carbamate C(C)N1C(C(CCCC1)NC(OC(C)(C)C)=O)=O